(S)-4-(cyclopropylethynyl)-4-(1,1-difluoroethyl)-6-fluoro-7-((3-((S or R)-1-methoxyethyl)-1H-pyrazol-1-yl)methyl)-3,4-dihydroquinazolin-2(1H)-one C1(CC1)C#C[C@@]1(NC(NC2=CC(=C(C=C12)F)CN1N=C(C=C1)[C@H](C)OC)=O)C(C)(F)F |o1:22|